2-(1-(4-methyl-4-((methylthio)methyl)piperidin-1-yl)-1,6-dihydroimidazo[4,5-d]pyrrolo[2,3-b]pyridin-2-yl)ethyl nitrate [N+](=O)(OCCC1=NC=2C(=C3C(=NC2)NC=C3)N1N1CCC(CC1)(CSC)C)[O-]